(E)-3-(1-(3-butyl-2-methyl-7-(methylthio)-1,1-dioxido-5-phenyl-2,3,4,5-tetrahydrobenzo[f][1,2,5]thiadiazepin-8-yl)cyclopropyl)-2-fluoroacrylic acid C(CCC)C1N(S(C2=C(N(C1)C1=CC=CC=C1)C=C(C(=C2)C2(CC2)/C=C(\C(=O)O)/F)SC)(=O)=O)C